3-((6-((1-(4-cyano-2-fluorophenyl)piperidin-4-yl)thio)pyridin-3-yl)methoxy)-2-nitrobenzoic acid methyl ester COC(C1=C(C(=CC=C1)OCC=1C=NC(=CC1)SC1CCN(CC1)C1=C(C=C(C=C1)C#N)F)[N+](=O)[O-])=O